FC=1C(=NC(=NC1)NC1=CC=C(C(=N1)C)C=O)C=1C=CC2=C(N(C(=N2)C)C(C)C)C1 (6-((5-fluoro-4-(1-isopropyl-2-methyl-1H-benzo[d]imidazol-6-yl)pyrimidin-2-yl)amino)-2-methylpyridin-3-yl)methanone